(S)-N-(3-chloro-5-methyl-1H-pyrazol-4-yl)-5-fluoro-4-(2-(hydroxymethyl)-1-methyl-1H-imidazol-4-yl)-2-((1,1,1-trifluoropropan-2-yl)oxy)benzamide ClC1=NNC(=C1NC(C1=C(C=C(C(=C1)F)C=1N=C(N(C1)C)CO)O[C@H](C(F)(F)F)C)=O)C